Cl.C(OC)(OCCCN(C)C)=O methyl (3-(dimethylamino)propyl) carbonate hydrochloride